3-Z-[1-(4-(2-diethylamino-ethyl)-anilino)-1-phenyl-methylene]-6-carbamoyl-2-indolinone C(C)N(CCC1=CC=C(N\C(\C2=CC=CC=C2)=C\2/C(NC3=CC(=CC=C23)C(N)=O)=O)C=C1)CC